C(CCCC)(=O)O[O-] peroxyvalerate